COC(=O)[C@@H]1CC(C2CC(CC(N12)=O)O)(C)C (3S)-7-hydroxy-1,1-dimethyl-5-oxooctahydroindolizine-3-carboxylic acid methyl ester